C(C(=C)C)(=O)OCCCCO butylene glycol monomethacrylate